CN1C(CCCC1)C N-methyl-2-methylpiperidine